C(=C)OS(=O)(=O)C=1C=C(C)C(=CC1)Cl 6-chlorotoluene-3-sulfonic acid vinyl ester